4-epoxy-6-methylcyclohexylmethyl formate C(=O)OCC1CC2C(C(C1)C)O2